tert-butyl (exo)-3-[methyl(6-{4-[1-(oxan-2-yl)pyrazol-4-yl]-1,3-benzothiazol-7-yl}pyridazin-3-yl)amino]-8-azabicyclo[3.2.1]octane-8-carboxylate CN(C1CC2CCC(C1)N2C(=O)OC(C)(C)C)C=2N=NC(=CC2)C2=CC=C(C=1N=CSC12)C=1C=NN(C1)C1OCCCC1